CN([C@]1(CN(CCC1)C1=CC(=C(C(=C1)F)S(=O)(=O)NC1=NC=NC=C1)F)C[C@H]1CCC2=CC=C(C=C12)C(F)(F)F)C 4-((S)-3-(dimethylamino)-3-(((R)-6-(trifluoromethyl)-2,3-dihydro-1H-inden-1-yl)methyl)piperidin-1-yl)-2,6-difluoro-N-(pyrimidin-4-yl)benzenesulfonamide